C(C)(C)C1=C2C(=NC=C1C(=O)OCC)N(N=C2)C2=C(C(=CC(=C2)F)F)F ethyl 4-isopropyl-1-(2,3,5-trifluorophenyl)-1H-pyrazolo[3,4-b]pyridine-5-carboxylate